7-isopropyl-3-(pyridin-4-yl)-1H-indole-2-carboxylic acid C(C)(C)C=1C=CC=C2C(=C(NC12)C(=O)O)C1=CC=NC=C1